rac-4-(2-(5-benzylhexahydropyrrolo[3,4-c]pyrrol-2(1H)-yl)-1-hydroxyethyl)-2-fluorophenol C(C1=CC=CC=C1)N1CC2C(C1)CN(C2)CC(O)C2=CC(=C(C=C2)O)F